The molecule is an aldonolactone phosphate comprising D-glucono-1,5-lactone having the phosphate group at the 6-position. It has a role as an Escherichia coli metabolite and a mouse metabolite. It derives from a D-glucono-1,5-lactone. It is a conjugate acid of a 6-O-phosphonato-D-glucono-1,5-lactone(2-). C([C@@H]1[C@H]([C@@H]([C@H](C(=O)O1)O)O)O)OP(=O)(O)O